1-(4-(4-((6-((1-acryloylpiperidin-4-yl)amino)-7-methoxyquinazolin-4-yl)amino)-3-fluorophenoxy)pyridin-2-yl)pyrrolidine-3-carbonitrile C(C=C)(=O)N1CCC(CC1)NC=1C=C2C(=NC=NC2=CC1OC)NC1=C(C=C(OC2=CC(=NC=C2)N2CC(CC2)C#N)C=C1)F